ClC1=C(C=C2C(=CNC2=C1)CCN(CCC)CC)F N-(2-(6-chloro-5-fluoro-1H-indol-3-yl)ethyl)-N-ethylpropan-1-amine